C(C)(C)(C)OC(=O)N1C[C@H]([C@@H](C1)OCC1=CC=C(C=C1)C(F)(F)F)NC1=NC=C(C=N1)F tert-butyl-trans-3-((5-fluoropyrimidin-2-yl)amino)-4-((4-(trifluoromethyl)benzyl)oxy)pyrrolidine-1-carboxylate